5-(bicyclo[1.1.1]pentan-1-yl)-2-methoxybenzenesulfonyl chloride C12(CC(C1)C2)C=2C=CC(=C(C2)S(=O)(=O)Cl)OC